C12CNCC(CC1)N2C=2SC=1CN(CC(C1N2)(C)C)C(CC2CCCC2)=O 1-(2-(3,8-diazabicyclo[3.2.1]octan-8-yl)-7,7-dimethyl-6,7-dihydrothiazolo[5,4-c]pyridin-5(4H)-yl)-2-cyclopentylethan-1-one